C(CCCCCCCCC\C=C/CCCCCCCCCCCC(=O)N)CCCCCCCC\C=C/CCCCCCCCCCCC(=O)N ethylenedi-erucamide